propyl-(methyl)acrylic acid C(CC)C=C(C(=O)O)C